C(C(CO[N+](=O)[O-])O[N+](=O)[O-])O[N+](=O)[O-] Nitroglycerine